1-(6-chlorobenzo[b]thiophen-2-yl)-2-(3,4-dichlorophenyl)prop-2-en-1-one ClC=1C=CC2=C(SC(=C2)C(C(=C)C2=CC(=C(C=C2)Cl)Cl)=O)C1